3-(3-(2,5-dichloro-7H-pyrrolo[2,3-d]pyrimidin-7-yl)-2-fluoropropoxy)-1',4',5-trimethyl-1'H-[1,3'-bipyrazol]-4-amine ClC=1N=CC2=C(N1)N(C=C2Cl)CC(COC2=NN(C(=C2N)C)C2=NN(C=C2C)C)F